[Fe].[Cr].[V] vanadium-chromium-iron